COC=1C=C2CCN(CC2=CC1NC1=NC2=CC(=CC=C2C=N1)NC[C@@H]1CC(N(C1)C)=O)C (4S)-4-[({2-[(6-methoxy-2-methyl-1,2,3,4-tetrahydroisoquinolin-7-yl)amino]quinazolin-7-yl}amino)methyl]-1-methylpyrrolidin-2-one